ClC=1C=CC(=NC1)C(=C)C=1N=CN(C1C)C(C1=CC=CC=C1)(C1=CC=CC=C1)C1=CC=CC=C1 5-chloro-2-(1-(5-methyl-1-trityl-1H-imidazol-4-yl)vinyl)pyridine